3-(3H-carbazol-9-yl)pyridine C=1CCC=C2C3=CC=CC=C3N(C12)C=1C=NC=CC1